C1(=CC(=CC=C1)C1=NC(=NC=C1F)NC1CCN(CC1)C(C)=O)C1=CC=CC=C1 1-(4-((4-([1,1'-biphenyl]-3-yl)-5-fluoropyrimidin-2-yl)amino)piperidin-1-yl)ethan-1-one